OC(C)(C)C1=CN=C(C2=CC=C(C=C12)NC(OC(C)(C)C)=O)OC tert-butyl (4-(2-hydroxypropan-2-yl)-1-methoxyisoquinolin-6-yl)carbamate